ClC1=CC=C(C=C1)Cl para-dichlorobenzene